C(C)(C)OP(O)(=O)CC(=NO)N (2-amino-2-(hydroxyimino)ethyl)phosphonic acid hydrogen isopropyl ester